C(#N)C=1C=C(C=CC1)C1=NN2C(N=C(C=C2)N2CCN(CC2)CCF)=C1C#N (3-cyanophenyl)-5-[4-(2-fluoroethyl)piperazin-1-yl]pyrazolo[1,5-a]pyrimidine-3-carbonitrile